O=C1N(C(C2=CC=CC=C12)=O)CCCC1C(C1)(C(=O)OCC)C(=O)OCC diethyl 2-(3-(1,3-dioxoisoindolin-2-yl)propyl)cyclopropane-1,1-dicarboxylate